1-(4-(bicyclo[2.2.2]oct-5-en-2-ylmethoxy)benzyl)azetidine-3-carboxylic acid C12C(CC(C=C1)CC2)COC2=CC=C(CN1CC(C1)C(=O)O)C=C2